4',5',6'-tris(3-(diphenylamino)-9H-carbazol-9-yl)-[1,1':3',1''-terphenyl]-2'-carbonitrile C1(=CC=CC=C1)N(C=1C=CC=2N(C3=CC=CC=C3C2C1)C1=C(C(=C(C(=C1N1C2=CC=CC=C2C=2C=C(C=CC12)N(C1=CC=CC=C1)C1=CC=CC=C1)N1C2=CC=CC=C2C=2C=C(C=CC12)N(C1=CC=CC=C1)C1=CC=CC=C1)C1=CC=CC=C1)C#N)C1=CC=CC=C1)C1=CC=CC=C1